2,5,13-trioxo-3,6,12,14-tetraazaheptadecane-11,15,17-tricarboxylic acid O=C(C)NCC(NCCCCC(NC(NC(CCC(=O)O)C(=O)O)=O)C(=O)O)=O